(8'-bromo-4'H-spiro[cyclopropane-1,5'-naphtho[2,1-d]isoxazol]-3'-yl)-2,4-dimethoxy-N-(2-(trimethylsilyl)ethyl)pyridine-3-sulfonamide BrC1=CC=C2C3(CC=4C(=NOC4C2=C1)C=1C(=C(C(=NC1)OC)S(=O)(=O)NCC[Si](C)(C)C)OC)CC3